C(CCCCCCC)OC(C=C)=O.C(C(=C)C)(=O)O.C(C=C)(=O)OC methyl acrylate methacrylate octyl-acrylate